C(C1=CC=CC=C1)OC(=O)N1C(CCCC1)N1N=CC(=C1)NC1=NC=C(C(=N1)C1=CC=C(C=C1)C(=O)OC)C (4-((4-(4-(methoxycarbonyl)phenyl)-5-methylpyrimidin-2-yl)amino)-1H-pyrazol-1-yl)piperidine-1-carboxylic acid benzyl ester